3-hydroxycyclobutanecarbonitrile OC1CC(C1)C#N